N1-(7-(diethylamino)-coumarin-4-yl)methyl-adenosine-5'-yl triphosphate O(P([O-])(=O)OP(=O)([O-])OP(=O)([O-])[O-])C([C@@H]1[C@H]([C@H]([C@@H](O1)N1C=NC=2C(=N)N(C=NC12)CC1=CC(OC2=CC(=CC=C12)N(CC)CC)=O)O)O)O